6-(4-fluorophenyl)-N-hydroxychromane-2-carboxamide FC1=CC=C(C=C1)C=1C=C2CCC(OC2=CC1)C(=O)NO